(3R,4S)-4-(methyl((R)-1-phenylethyl)amino)-N-tetradecylpyrrolidine-3-carboxamide TFA salt OC(=O)C(F)(F)F.CN([C@H]1[C@@H](CNC1)C(=O)NCCCCCCCCCCCCCC)[C@H](C)C1=CC=CC=C1